(R)-N-(2-(3-hydroxypyrrolidin-1-yl)-5-(trifluoromethyl)-phenyl)-5-(tetrahydro-2H-pyran-4-yl)furan-2-carboxamide O[C@H]1CN(CC1)C1=C(C=C(C=C1)C(F)(F)F)NC(=O)C=1OC(=CC1)C1CCOCC1